(Z)-1-(2-bromo-3-phenylallyl)-4-oxo-3-phenyl-4H-pyrido[1,2-a]pyrimidin-1-ium-2-ol Br\C(\C[N+]1=C2N(C(C(=C1O)C1=CC=CC=C1)=O)C=CC=C2)=C/C2=CC=CC=C2